N-(2-amino-3,5-difluorophenyl)-4-methyl-1,2,5-oxadiazole-3-carboxamide NC1=C(C=C(C=C1F)F)NC(=O)C1=NON=C1C